4-[3-(4-fluorophenyl)-5-methyl-4-oxo-4,5,6,7-tetrahydro-1H-pyrrolo[3,2-c]pyridin-2-yl]pyridin FC1=CC=C(C=C1)C1=C(NC2=C1C(N(CC2)C)=O)C2=CC=NC=C2